C(C)(C)(C)OC(=O)N1CC2(C1)OC[C@H](C2)N2CCC(CC2)C2=C(C=CC=C2)C=2COCC2 (S)-7-(4-(2-(2,5-dihydrofuran-3-yl)phenyl)piperidin-1-yl)-5-oxa-2-azaspiro[3.4]octane-2-carboxylic acid tert-butyl ester